(9H-fluoren-9-yl)methyl (4-(4-(4-((4-chloro-5-(trifluoromethyl)pyrimidin-2-yl)amino)-3-methoxyphenyl)piperazin-1-yl)adamantan-1-yl)carbamate ClC1=NC(=NC=C1C(F)(F)F)NC1=C(C=C(C=C1)N1CCN(CC1)C1C2CC3(CC(CC1C3)C2)NC(OCC2C3=CC=CC=C3C=3C=CC=CC23)=O)OC